(4-amino-1,3-dihydrofuro[3,4-c]quinolin-8-yl)((3R)-3-(4-(2,2,2-trifluoroethyl)phenyl)-4-morpholinyl)methanone NC1=NC=2C=CC(=CC2C2=C1COC2)C(=O)N2[C@@H](COCC2)C2=CC=C(C=C2)CC(F)(F)F